1,4,5-trihydroxycyclohexane-1-carboxylate OC1(CCC(C(C1)O)O)C(=O)[O-]